CC1(OB(OC1(C)C)C1=CC=C(C=C1)B1OC(C(O1)(C)C)(C)C)C 1,4-bis(4,4,5,5-tetramethyl-1,3-dioxa-2-boracyclopentan-2-yl)benzene